C(#N)CCCCC(CC(CCC1OCCCO1)C1=C(CCCC1)C(=O)[O-])(F)F 2-(9-cyano-1-(1,3-dioxan-2-yl)-5,5-difluorononan-3-yl)cyclohex-1-ene-1-carboxylate